(S)-1-((3-(5-(3,5-difluoro-phenyl)-4,5-dihydro-1H-pyrazole-1-carbonyl)bicyclo-[1.1.1]pentan-1-yl)methyl)-1H-indazole-5-carbonitrile FC=1C=C(C=C(C1)F)[C@@H]1CC=NN1C(=O)C12CC(C1)(C2)CN2N=CC1=CC(=CC=C21)C#N